2-hydroxypropionic acid monopotassium salt [K+].OC(C(=O)[O-])C